2-[1-[2-[[1-[2-[4-(2-hydroxyethyl)piperazin-1-yl]-2-oxo-ethyl]pyrazol-4-yl]amino]-[1,2,4]triazolo[1,5-a]pyridin-8-yl]-3-[4-(trifluoromethyl)pyrazol-1-yl]azetidin-3-yl]acetonitrile OCCN1CCN(CC1)C(CN1N=CC(=C1)NC1=NN2C(C(=CC=C2)N2CC(C2)(N2N=CC(=C2)C(F)(F)F)CC#N)=N1)=O